4-(2,5-Diazabicyclo[2.2.2]octan-2-yl)-7-(7,8-difluoro-3-hydroxynaphthalen-1-yl)-2-(((2R,7aS)-2-fluorotetrahydro-1H-pyrrolizin-7a(5H)-yl-2-d)methoxy)pyrimido[4,5-d]pyridazin-8(7H)-one C12N(CC(NC1)CC2)C2=NC(=NC=1C(N(N=CC12)C1=CC(=CC2=CC=C(C(=C12)F)F)O)=O)OC[C@]12CCCN2C[C@](C1)([2H])F